3-(4-Bromo-3,5-dimethyl-2-oxo-2,3-dihydro-1H-benzo[d]imidazol-1-yl)piperidine-2,6-dione BrC1=C(C=CC=2N(C(N(C21)C)=O)C2C(NC(CC2)=O)=O)C